2-(4-(3-(3-aminopiperidin-1-yl)-1H-pyrazol-1-yl)-5-oxo-6,7-dihydro-5H-pyrrolo[3,4-b]pyridin-2-yl)-3-fluorobenzonitrile NC1CN(CCC1)C1=NN(C=C1)C1=C2C(=NC(=C1)C1=C(C#N)C=CC=C1F)CNC2=O